C(CCCCCCCCCCCCCCCCCC=CCC=CCCCCC)(=O)[O-] octacosa-19,22-dienoate